C1(=CC=CC2=CC=CC=C12)C1(C(=O)OC(CC1)C)C1=CC=CC2=CC=CC=C12 α,α-dinaphthyl-δ-caprolactone